water ammonium chloride [Cl-].[NH4+].O